2,3-diamino-5-(1H-imidazol-1-yl)benzoic acid methyl ester COC(C1=C(C(=CC(=C1)N1C=NC=C1)N)N)=O